3,5-dimethyl-N-[6-(trifluoromethyl)-1,3-benzothiazol-2-yl]adamantane-1-carboxamide CC12CC3(CC(CC(C1)(C3)C)C2)C(=O)NC=2SC3=C(N2)C=CC(=C3)C(F)(F)F